N6-(2,3-dihydro-1H-indene-4-yl)-5-fluoro-1H-pyrazolo[3,4-b]pyridine-3,6-diamine C1CCC2=C(C=CC=C12)NC1=C(C=C2C(=N1)NN=C2N)F